Cl.N[C@@H]([C@H](O)C1=C(C(=CC=C1)F)Cl)CCC (1R,2R)-2-amino-1-(2-chloro-3-fluorophenyl)pentan-1-ol hydrochloride